(3s,7s)-3-amino-7-methyl-1,2,4,7-tetrahydroazepine-3-carboxylic acid methyl ester bisTFA salt OC(=O)C(F)(F)F.OC(=O)C(F)(F)F.COC(=O)[C@]1(CN[C@H](C=CC1)C)N